FC=1C=C(C=CC1C=1N=C2SC3=C(N2C1)C=CC(=C3)C(NCCCN3CCC(CC3)F)=O)[C@@H]3N(C[C@@H](C3)OC)C(=O)OC(C)(C)C tert-butyl (cis)-2-(3-fluoro-4-(7-((3-(4-fluoropiperidin-1-yl) propyl) carbamoyl) benzo[d]imidazo[2,1-b]thiazol-2-yl) phenyl)-4-methoxypyrrolidine-1-carboxylate